5-((6-(3,3-dimethyl-2-oxo-1-((1s,3s)-3-pivalamidocyclobutyl)indolin-6-yl)-3-isopropyl-3H-imidazo[4,5-c]pyridin-4-yl)amino)-2-methylbenzamide CC1(C(N(C2=CC(=CC=C12)C1=CC2=C(C(=N1)NC=1C=CC(=C(C(=O)N)C1)C)N(C=N2)C(C)C)C2CC(C2)NC(C(C)(C)C)=O)=O)C